Rac-(4-amino-7-fluoro-1,3-dihydrofuro[3,4-c]quinolin-8-yl)(2-(2-methylbenzo[d]thiazol-6-yl)piperidin-1-yl)methanone NC1=NC=2C=C(C(=CC2C2=C1COC2)C(=O)N2[C@H](CCCC2)C2=CC1=C(N=C(S1)C)C=C2)F |r|